((2-(((5S,8S,10aR)-3-acetyl-8-(3-isopropyl-3-methylpyrrolidine-1-carbonyl)-6-oxodecahydropyrrolo[1,2-a][1,5]diazocin-5-yl)carbamoyl)benzo[b]thiophen-5-yl)difluoromethyl)phosphonic acid C(C)(=O)N1CC[C@@H]2N(C([C@H](C1)NC(=O)C1=CC3=C(S1)C=CC(=C3)C(F)(F)P(O)(O)=O)=O)[C@@H](CC2)C(=O)N2CC(CC2)(C)C(C)C